dimethyl-N,N'-diphenylmalonamide CC(C(=O)NC1=CC=CC=C1)(C(=O)NC1=CC=CC=C1)C